5-(4-nitrobenzyl)aminosalicylic acid [N+](=O)([O-])C1=CC=C(CNC2=CC=C(C(C(=O)O)=C2)O)C=C1